tert-butyl N-[5-methoxy-6-(oxetan-2-yl)pyridazin-3-yl]carbamate COC=1C=C(N=NC1C1OCC1)NC(OC(C)(C)C)=O